N1N(C=CC=C1)C1=C(C=CC2=CC=CC=C12)O (pyridazin-2-yl)naphthalen-2-ol